C(C=C)(=O)OC1=CC=C(C=C1C(C)(C)CC)C(C)(C)CC 4,6-di-tert-amylphenyl acrylate